C1(CC1)C1=C(C(=O)NN(C(OCC2=CC=CC=C2)=O)C)C=C(C(=C1)CO)OCC benzyl N-[[2-cyclopropyl-5-ethoxy-4-(hydroxymethyl)benzoyl]amino]-N-methyl-carbamate